(R)-3-(1-(1-(4'-(trifluoromethyl)-[1,1'-biphenyl]-4-yl)butyl)-1H-indazole-5-carboxamido)propanoic acid FC(C1=CC=C(C=C1)C1=CC=C(C=C1)[C@@H](CCC)N1N=CC2=CC(=CC=C12)C(=O)NCCC(=O)O)(F)F